C(C)(C)(C)OC(=O)N1CC(CCC1)(C1=NC(=CC=C1)C)C#N 3-cyano-3-(6-methylpyridin-2-yl)piperidine-1-carboxylic acid tert-butyl ester